NCC1=NNC(C2=CC=C(C=C12)C1(CC1)C(=O)N([C@@H]1CCCC=2C=CC=NC12)CC1=NC=C(C=C1)OC1=C(C=CC=C1F)F)=O (R)-1-(4-(aminomethyl)-1-oxo-1,2-dihydro-phthalazin-6-yl)-N-((5-(2,6-difluorophenoxy)pyridin-2-yl)methyl)-N-(5,6,7,8-tetrahydroquinolin-8-yl)cyclopropane-1-carboxamide